4-[5-(aminomethyl)pyrimidin-2-yl]-3-[[5-(dimethylamino)-2-methylpyrazol-3-yl]methyl]benzonitrile NCC=1C=NC(=NC1)C1=C(C=C(C#N)C=C1)CC=1N(N=C(C1)N(C)C)C